4-(tert-butyl)-N-(4-vinylphenyl)aniline C(C)(C)(C)C1=CC=C(NC2=CC=C(C=C2)C=C)C=C1